(S)-2-methoxybutane-1,4-diol CO[C@H](CO)CCO